CN(C1=C(C=O)C=C(C=C1)F)C 2-(DIMETHYLAMINO)-5-FLUOROBENZALDEHYDE